4,7-diphenyl-1,10-phenanthroline-2,9-disulfonic acid C1(=CC=CC=C1)C1=CC(=NC2=C3N=C(C=C(C3=CC=C12)C1=CC=CC=C1)S(=O)(=O)O)S(=O)(=O)O